ClC1=C(C(=NC=2CC(CCC12)C)N1CC2(CN(C2)C(=O)OC(C)(C)C)CC1)C#N tert-butyl 6-(4-chloro-3-cyano-7-methyl-5,6,7,8-tetrahydroquinolin-2-yl)-2,6-diazaspiro[3.4]octane-2-carboxylate